(S)-N-(5-(2-((1S,2S)-2-fluorocyclopropane-1-carboxamido)benzo[d]thiazol-6-yl)-2-methylphenyl)-3-phenylisoxazolidine-2-carboxamide F[C@@H]1[C@@H](C1)C(=O)NC=1SC2=C(N1)C=CC(=C2)C=2C=CC(=C(C2)NC(=O)N2OCC[C@H]2C2=CC=CC=C2)C